COC[C@@]12C[C@H](C[C@@H](N1C(=O)NC1=CC(=C(C=C1)C)C=1N=CC=3N(C1)N=CC3)C2)C (1S,3S,5R)-1-(methoxymethyl)-3-methyl-N-(4-methyl-3-(pyrazolo[1,5-a]pyrazin-6-yl)phenyl)-6-azabicyclo[3.1.1]heptane-6-carboxamide